3-(3-(2-hydroxyphenyl)-7H-pyrrolo[2,3-c]pyridazin-6-yl)-N-methoxy-N-methylbicyclo[1.1.1]pentane-1-carboxamide OC1=C(C=CC=C1)C1=CC2=C(N=N1)NC(=C2)C21CC(C2)(C1)C(=O)N(C)OC